tert-butyl N-[1-({2-[(5-fluoro-1-methyl-1H-1,3-benzodiazol-2-yl)amino]-1,3-benzoxazol-5-yl}methyl)azetidin-3-yl]carbamate FC1=CC2=C(N(C(=N2)NC=2OC3=C(N2)C=C(C=C3)CN3CC(C3)NC(OC(C)(C)C)=O)C)C=C1